3-(cyclopropylaminoformyl)-2-[(2-fluoro-4-iodophenyl) amino]-1,5-dimethyl-6-oxopyridin-4-yl triflate O(S(=O)(=O)C(F)(F)F)C=1C(=C(N(C(C1C)=O)C)NC1=C(C=C(C=C1)I)F)C(=O)NC1CC1